ClC1=C(CC2=CN(S(NC2C2=C(C=C(C=C2)Cl)Cl)(=O)=O)CCCC(=O)O)C=CC(=C1)Cl 4-(4-(2,4-dichlorobenzyl)-5-(2,4-dichlorophenyl)-1,1-dioxido-5,6-dihydro-2H-1,2,6-thiadiazin-2-yl)butanoic acid